[4-[1-(oxetan-3-yl)-4-(trifluoromethyl)imidazol-2-yl]phenyl]methanol O1CC(C1)N1C(=NC(=C1)C(F)(F)F)C1=CC=C(C=C1)CO